CCCCCCCCCCCCCCOC(=O)CCSCCC(=O)OCCCCCCCCCCCCCC Dimyristyl thiodipropionate